N,N-dimethylformamide diethylacetal C(C)OC(N(C)C)OCC